(8-Hydroxy-1,4-dioxo-1,4-dihydronaphthalen-2-yl)-L-valine methyl ester COC([C@@H](NC=1C(C2=C(C=CC=C2C(C1)=O)O)=O)C(C)C)=O